CC1(OCCN(C1)C1=C(C=C(C=N1)C1=NC=NC2=CC=C(C=C12)C1=CC(=NC=C1)N)F)C 4-(4-(6-(2,2-dimethylmorpholino)-5-fluoropyridin-3-yl)quinazolin-6-yl)pyridin-2-amine